N1C=C(C=C1)CNCC1=C(CN2C(=NC=3C2=C2C(=NC3N)C=CS2)CCCC)C=CC=C1 1-(2-((((1H-pyrrol-3-yl)methyl)amino)methyl)benzyl)-2-butyl-1H-imidazo[4,5-d]thieno[3,2-b]pyridin-4-amine